tert-Butyl (S)-5-(((S)-1-amino-3-methyl-1-oxobutan-2-yl)amino)-4-((S)-4-methyl-2-((S)-pyrrolidine-2-carboxamido) pentanamido)-5-oxopentanoate NC([C@H](C(C)C)NC([C@H](CCC(=O)OC(C)(C)C)NC([C@H](CC(C)C)NC(=O)[C@H]1NCCC1)=O)=O)=O